C(C)(C)(C)OC(=O)NCC1=NC=CC(=C1F)N(C(OC(C)(C)C)=O)C tert-butyl (2-(((tert-butoxycarbonyl)amino)methyl)-3-fluoropyridin-4-yl)(methyl)carbamate